2-methacryloyloxyethyl-phosphorylcholin C(C(=C)C)(=O)OCCP(=O)=C(O)C[N+](C)(C)C